P(=O)([O-])([O-])[O-].[Sb+3] monoantimony phosphate